8-(6-bromo-5-chloro-3-ethylsulfanyl-7,9-dihydrofuro[3,4-f]quinazolin-1-yl)-3,8-diazabicyclo[3.2.1]octane-3-carboxylic acid tert-butyl ester C(C)(C)(C)OC(=O)N1CC2CCC(C1)N2C2=NC(=NC=1C(=C(C3=C(C21)COC3)Br)Cl)SCC